FC(C(=O)O)(F)F.CC1=C(N=C(N1)C1=NC=CC(=C1)C=1C=NC=C(C1)N1CCOCC1)C(=O)O 5-Methyl-2-(5-morpholin-4-yl-3,4'-bipyridin-2'-yl)-1H-imidazole-4-carboxylic acid trifluoroacetate salt